potassium hydrogen fluoride terbium trifluoride [F-].[F-].[F-].[Tb+3].F.[K+]